thiophene-4-carboxylic acid ethyl ester C(C)OC(=O)C=1C=CSC1